CC=1C(C=C(C(C1CC1=CC=CC=C1)=O)C)=O 2,5-dimethyl-3-benzyl-p-benzoquinone